tert-butyl (S)-(4-((tert-butyldiphenylsilyl)oxy)-1-((7-chloro-2-(methylthio)-4-oxo-3,4-dihydropyrido[4,3-d]pyrimidin-5-yl)oxy)butan-2-yl)(methyl)carbamate [Si](C1=CC=CC=C1)(C1=CC=CC=C1)(C(C)(C)C)OCC[C@@H](COC1=NC(=CC=2N=C(NC(C21)=O)SC)Cl)N(C(OC(C)(C)C)=O)C